NCC(CO)C 2-Aminomethylpropanol